N-myristoyl-β-alanine C(CCCCCCCCCCCCC)(=O)NCCC(=O)O